FC1=CC=C(C=C1)[C@@H]1CN(CC1)C(=O)C1=CC=C(OC[C@@H](CN2N=C(N=N2)C(=O)N)O)C=C1 2-((R)-3-(4-((R)-3-(4-fluorophenyl)pyrrolidine-1-carbonyl)phenoxy)-2-hydroxypropyl)-2H-tetrazole-5-carboxamide